NCCCC[Si](OCC)(C)C gamma-aminopropyl-trimethyl-(ethoxyl)silane